N,N,N',N'-Tetraphenyl-1,1'-biphenyl-4,4'-diamine C1(=CC=CC=C1)N(C1=CC=C(C=C1)C1=CC=C(C=C1)N(C1=CC=CC=C1)C1=CC=CC=C1)C1=CC=CC=C1